4-fluoro-1-[3-(5-methylpyridin-2-yl)propanoyl]-N-{phenyl[4-(propan-2-yl)phenyl]methyl}pyrrolidine-2-carboxamide FC1CC(N(C1)C(CCC1=NC=C(C=C1)C)=O)C(=O)NC(C1=CC=C(C=C1)C(C)C)C1=CC=CC=C1